(S)-2-anilino-2,5,5-trimethylhexanoic acid N(C1=CC=CC=C1)[C@](C(=O)O)(CCC(C)(C)C)C